C(C)/C(/C(=O)O)=C\C(\CC)=C\C1=CC=CC=C1.N1N=NC2=C1C=CC=C2 1H-benzotriazol ethyl-(E)-4-((E)-benzylidene)hex-2-enoate